Cl.Cl.ClC=1C(=NC2=CC=C(C=C2C1)C=1C=C(C=CC1)C(C)(C)N)N1CCNCC1 2-[3-(3-chloro-2-piperazin-1-yl-6-quinolinyl)phenyl]propan-2-amine dihydrochloride